(3Z)-6-bromo-3-hexenyloxymethyl ether BrCC\C=C/CCOCOCOCC\C=C/CCBr